COC(=O)N1CC2(CC2CC1)C1=NC2=CC(=NC=C2C=C1)CNC(=O)C=1C=C2[C@](COCC2=CC1)(C)C#N 1-(7-(((R)-4-cyano-4-methylisochroman-6-carboxamido)methyl)-1,6-naphthyridin-2-yl)-3-azabicyclo[4.1.0]Heptane-3-carboxylic acid methyl ester